IC1=CC=C2C=3C=CC(=CC3C(C2=C1)(CCOC)CCOC)N(C1=CC=C(C=C1)OC)C1=CC=C(C=C1)OC 7-iodo-9,9-bis(2-methoxyethyl)-N,N-bis(4-methoxyphenyl)-9H-fluoren-2-amine